1-((1R,5S,6s)-6-((4-amino-5-(2-methoxyphenyl)-7-methyl-7H-pyrrolo[2,3-d]pyrimidin-6-yl)ethynyl)-3-azabicyclo[3.1.0]hexan-3-yl)prop-2-en-1-one NC=1C2=C(N=CN1)N(C(=C2C2=C(C=CC=C2)OC)C#CC2[C@@H]1CN(C[C@H]21)C(C=C)=O)C